NC1=C2C(=NC(=N1)C(C)(C)C)N(N=C2C2=CC=C(C=C2)OC2=CC=CC=C2)[C@H]2[C@H](CN(CC2)C(=O)[O-])F (3S,4R)-4-(4-amino-3-(4-phenoxyphenyl)-tert-butyl 1H-pyrazolo[3,4-d]pyrimidin-1-yl)-3-fluoropiperidine-1-carboxylate